CO[C@H]1[C@@H](CCC1)N1C=C(C=C1)C(=O)O 1-[(1R,2R)-2-methoxycyclopentyl]pyrrole-3-carboxylic acid